5-(4-bromo-2,6-dichlorophenoxy)-N-((1r,3r)-3-cyanocyclobutyl)-2-methoxybenzenesulfonamide BrC1=CC(=C(OC=2C=CC(=C(C2)S(=O)(=O)NC2CC(C2)C#N)OC)C(=C1)Cl)Cl